C(CCCCCC(=O)OC)(=O)OC dimethyl pimelate